COC(C(CC(=O)C1=CC2=C(S1)C=C(C(=C2F)OCCCOC2=CC1=CC=C(C=C1C=C2)C(CCC(=O)OC)=O)OC)(C)C)=O.OCCOC=2C=C1C=CC=NC1=CC2 6-(2-hydroxyethoxy)quinolin methyl-4-(4-fluoro-6-methoxy-5-(3-((6-(4-methoxy-4-oxobutanoyl)naphthalen-2-yl)oxy)propoxy)benzo[b]thiophen-2-yl)-2,2-dimethyl-4-oxobutanoate